1H-pyrazolo[3,4-c]Pyridin-3-amine N1N=C(C=2C1=CN=CC2)N